S[C@H]1[C@H](O)[C@@H](O)[C@H](O)[C@H](O1)CO thio-β-D-glucose